C(C)(C)(C)OC(=O)C1N(C2=C3C(NCC2CC1)NCCC3)CCCC(=O)O 4-((3aS,10aR)-2-(tert-butoxycarbonyl)decahydro-1H,4H-pyrido[1,6]naphthyridin-1-yl)butanoic acid